seryl-glycine N[C@@H](CO)C(=O)NCC(=O)O